P(=O)([O-])([O-])[O-].[Cs+].[Cs+].[Cs+] caesium phosphate salt